C(C(C)C)C1(CC(C(CC1)C(CO)C)O)C 1-isobutyl-p-menthane-3,9-diol